ClC1=C(C(N(C=2C=CC(=NC12)C#N)C)=O)C#N 8-chloro-5-methyl-6-oxo-1,5-naphthyridine-2,7-dicarbonitrile